C(C)(=O)C1=CC=C(C=C1)N1CN2N(CC=C3C2C=2C=CC(=CC2OC3(C)C)NCC)C1 2-(4-acetylphenyl)-10-(ethylamino)-7,7-dimethyl-5,12b-dihydro-1H,7H-chromeno[4,3-c][1,2,4]triazolo[1,2-a]Pyridazine